CC1=C2C=C(C(NC2=C(C=C1)C)=O)CN(C(=S)NCC=1OC=CC1)CC=1OC=CC1 1-[(5,8-dimethyl-2-oxo-1H-quinolin-3-yl)methyl]-1,3-bis(furan-2-ylmethyl)thiourea